NC1=NNC(C2=C1N(C=C2[C@H]2CN(CC2)C(\C=C\CN(C)C)=O)C2=CC=C(C=C2)OC2=CC=CC=C2)=O (S,E)-7-amino-3-(1-(4-(dimethylamino)but-2-enoyl)pyrrolidin-3-yl)-1-(4-phenoxyphenyl)-1,5-dihydro-4H-pyrrolo[2,3-d]pyridazin-4-one